4-[4-cyano-2-({[(2'R,4S)-6-(1H-pyrazol-4-yl)-2,3-dihydrospiro[chromen-4,1'-cyclopropane]-2'-yl]Carbonyl}amino)phenyl]Butyric acid C(#N)C1=CC(=C(C=C1)CCCC(=O)O)NC(=O)[C@H]1[C@]2(C1)CCOC1=CC=C(C=C12)C=1C=NNC1